3',4'-diamino-2-methoxy-[1,1'-biphenyl] NC=1C=C(C=CC1N)C1=C(C=CC=C1)OC